3,6-PYRIDAZINEDIONE N1=NC(C=CC1=O)=O